C(C)OC1=[NH+]C=CC2=CC=CC=C12 1-ethoxyisoquinolinium